(R)-1-((2-chloro-9-((2R,3R,4S)-3,4-dihydroxytetrahydrothiophen-2-yl)-9H-purin-6-yl)amino)-2,3-dihydro-1H-indene-4-carboxamide ClC1=NC(=C2N=CN(C2=N1)[C@@H]1SC[C@H]([C@H]1O)O)N[C@@H]1CCC=2C(=CC=CC12)C(=O)N